N[C@H](C(O)([2H])[2H])C(C([2H])([2H])[2H])(C([2H])([2H])[2H])C (S)-2-amino-3-methyl-3-(methyl-d3)butane-1,1,4,4,4-d5-1-ol